benzofuro[2',3':3,4]cyclopenta[1,2-b]pyridin-10(9bH)-one N1=C2C(=CC=C1)C1C(C2=O)C2=C(O1)C=CC=C2